dibenzyl D-glutamate hydrochloride Cl.N[C@H](CCC(=O)OCC1=CC=CC=C1)C(=O)OCC1=CC=CC=C1